5-chloro-6-[(4S)-7-chloro-1,4-dimethyl-8-(trifluoromethyl)-4H-imidazo[1,2-a][1,4]benzodiazepin-6-yl]pyridin-2-ol ClC=1C=CC(=NC1C1=N[C@H](C=2N(C3=C1C(=C(C=C3)C(F)(F)F)Cl)C(=CN2)C)C)O